C(C)(=O)OC(CC(C)C1OC1)C1=CC=CC=C1 3-(oxiran-2-yl)-1-phenylbutyl acetate